(2,2'-bipyridine) Palladium (II) dichloride [Pd](Cl)Cl.N1=C(C=CC=C1)C1=NC=CC=C1